C(C=C)(=O)N1C(COCC1)C=1C=C(C=C(C1)Cl)C1=CC(=CC=C1)C(=O)N 3'-(4-acryloylmorpholin-3-yl)-5'-chloro-[1,1'-biphenyl]-3-carboxamide